5-(2-chloro-5-(isobutyrylaminomethyl)benzoylamino)-N-(3-chlorobenzyl)-1-methyl-1H-indole-2-carboxamide ClC1=C(C(=O)NC=2C=C3C=C(N(C3=CC2)C)C(=O)NCC2=CC(=CC=C2)Cl)C=C(C=C1)CNC(C(C)C)=O